ClC1=C(C#N)C=CC(=C1)N1CC2(CC1C)CCN(CC2)C2=CC=C(C=C2)C(=O)N2CCC1(CC(C1)N1CCN(CC1)C1=CC=C(C=C1)N1C(NC(CC1)=O)=O)CC2 2-Chloro-4-(8-(4-(2-(4-(4-(2,4-dioxotetrahydro-pyrimidin-1(2H)-yl)-phenyl)piperazin-1-yl)-7-azaspiro[3.5]nonane-7-carbonyl)phenyl)-3-methyl-2,8-diazaspiro[4.5]decan-2-yl)benzonitrile